3-Cyano-2-hydroxy-7,7-dimethyl-6,7-dihydro-5H-cyclopenta[b]pyridine-4-carboxylic acid ethyl ester C(C)OC(=O)C1=C2C(=NC(=C1C#N)O)C(CC2)(C)C